BrC1=CC=C(C=C1)NC1C2(CC1(C2)C2=CC=CC=C2)C N-(4-bromophenyl)-1-methyl-3-phenylbicyclo[1.1.1]pentan-2-amine